C(=O)(O)CSCCCCC(CCCCSCC(=O)O)O (9-carboxymethylsulfanyl-5-hydroxy-nonylsulfanyl)-acetic acid